(2S,4R)-4-fluoro-N-[(S) or (R)-[4-fluoro-5-(propan-2-yl)pyridin-2-yl](phenyl)methyl]-1-[2-(1H-1,2,3-triazol-5-yl)acetyl]pyrrolidine-2-carboxamide F[C@@H]1C[C@H](N(C1)C(CC1=CN=NN1)=O)C(=O)N[C@@H](C1=CC=CC=C1)C1=NC=C(C(=C1)F)C(C)C |o1:17|